4,4'-(6-hydrazinyl-1,3,5-triazine-2,4-diyl)dimorpholine N(N)C1=NC(=NC(=N1)N1CCOCC1)N1CCOCC1